4-[[5-(1-methyl-3,4-dihydro-2H-quinoxalin-6-yl)-2-thienyl]methyl]-1,2,4-triazol-3-one CN1CCNC2=CC(=CC=C12)C1=CC=C(S1)CN1C(NN=C1)=O